zirconium-nickel-lanthanum [La].[Ni].[Zr]